N-[2,4-Dimethyl-5-(1-oxa-2-azaspiro[4.5]dec-2-en-3-yl)phenyl]-1,1,1-trifluoromethanesulfonamide CC1=C(C=C(C(=C1)C)C1=NOC2(C1)CCCCC2)NS(=O)(=O)C(F)(F)F